CS(=O)(=O)OCC=1N2C3=C(C=C(C=C3C(C1I)=C=O)F)C(CC2)=NOC (9-Fluoro-2-iodo-7-(methoxyimino)-1-carbonyl-6,7-dihydro-1H,5H-pyrido[3,2,1-ij]quinolin-3-yl)methyl methanesulfonate